(1R,2S,5R)-1-amino-2-(((S)-3-(benzyloxy)-2-((tert-butoxycarbonyl)amino)propanamido)methyl)-5-(2-boronoethyl)cyclohexane-1-carboxylic acid N[C@]1([C@@H](CC[C@H](C1)CCB(O)O)CNC([C@H](COCC1=CC=CC=C1)NC(=O)OC(C)(C)C)=O)C(=O)O